tris[5-methyl-2-(2-pyridinyl)phenyl]iridium CC=1C=CC(=C(C1)[Ir](C1=C(C=CC(=C1)C)C1=NC=CC=C1)C1=C(C=CC(=C1)C)C1=NC=CC=C1)C1=NC=CC=C1